C1(=CC=CC=C1)OP(=O)(OC1=CC=CC=C1)C1=CC=CC=2C(C3=CC=CC(=C3OC12)P(=O)(OC1=CC=CC=C1)OC1=CC=CC=C1)(C)C 4,5-bis(diphenylphosphono)-9,9-dimethylxanthene